(2S)-N-(4-(Cyclopropylamino)-3,4-dioxo-1-((S)-2-oxopyrrolidin-3-yl)butan-2-yl)-2-((R)-3-(2,4-difluorophenyl)pentanamido)-4,4-dimethylpentanamid C1(CC1)NC(C(C(C[C@H]1C(NCC1)=O)NC([C@H](CC(C)(C)C)NC(C[C@@H](CC)C1=C(C=C(C=C1)F)F)=O)=O)=O)=O